CC(=O)NC1=C(C=CC(=C1)N)F n-(5-amino-2-fluorophenyl)acetamide